1,5,9-trimethyl-cyclododecatriene CC1=CC=CC(=CCCC(CCC1)C)C